OC1=C(C=C(C=C1CN1C(C=2CCCCC2C1=O)=O)C)N1N=C2C(=N1)C=CC=C2 2-[2-hydroxy-3-(4,5,6,7-tetrahydro-1,3-dioxo-1H-isoindol-2-ylmethyl)-5-methylphenyl]-2H-benzotriazol